ClC=1C=C(C=C(C1OC=1C2=C(N=CN1)N(C=C2)S(=O)(=O)C2=CC=C(C)C=C2)Cl)NC(CC(=O)OCC)=O Ethyl 3-((3,5-dichloro-4-((7-(4-toluenesulfonyl)-7H-pyrrolo[2,3-d]pyrimidin-4-yl) oxy) phenyl)-amino)-3-oxopropionate